BrC1=CC(=C(N)C=C1C(F)(F)F)C 4-bromo-2-methyl-5-(trifluoromethyl)aniline